CN1C(=NC(=C1)C1=CC=CC=C1)C=1C=C2CN(C(C2=CC1)=O)C1C(NC(CC1)=O)=O 3-(5-(1-Methyl-4-phenyl-1H-imidazol-2-yl)-1-oxoisoindolin-2-yl)piperidine-2,6-dione